C1(=CC=CC=C1)C=1C=C(C2=CC=CC=C2C1)N1[13C](=CC2=CC=CC=C12)C1=CC=C(C=C1)C N-(3-phenylnaphthyl)-2-(p-tolyl)-indole-13C